7-azaindole-5-carbaldehyde N1C=CC2=CC(=CN=C12)C=O